N[C@H]1CN(C[C@@H](C1)F)C(=O)C1=CC2=C(N(C(=N2)C2=CC=3C(=NC(=CC3)C=3C=C4C(=CC(=NC4=CC3)O)O)N2CC2CC2)C)C(=C1)OC 6-(2-{5-[(3R,5R)-3-amino-5-fluoropiperidine-1-carbonyl]-7-methoxy-1-methyl-1H-1,3-benzodiazol-2-yl}-1-(cyclopropylmethyl)-1H-pyrrolo[2,3-b]pyridin-6-yl)quinoline-2,4-diol